OC(CN(CCCC(=O)OCCN1CCN(CC1)CCSSCCCCN(CC(CCCCCCC(=O)OCCC(C)C)O)CC(CCCCCCC(=O)OCCC(C)C)O)CC(CCCCC(OCCC(C)C)=O)O)CCCCC(=O)OCCC(C)C Diisopentyl 9,9'-((4-((2-(4-(2-((4-(bis(2-hydroxy-7-(isopentyloxy)-7-oxoheptyl)amino)-butanoyl)oxy)ethyl)piperazin-1-yl)ethyl)disulfaneyl)butyl)azanediyl)bis(8-hydroxynonanoate)